C1(CC1)C1=NC2=C(C(NC=C2C(F)(F)F)=O)N1COCC[Si](C)(C)C 2-cyclopropyl-7-(trifluoromethyl)-3-(2-trimethylsilylethoxy-methyl)-5H-imidazo[4,5-c]pyridin-4-one